(7-ethoxy-6-methoxy-1-((1-(5-methoxy-1H-indol-3-yl)cyclopropyl)methyl)-3,4-dihydroisoquinolin-2(1H)-yl)(morpholinyl)methanone C(C)OC1=C(C=C2CCN(C(C2=C1)CC1(CC1)C1=CNC2=CC=C(C=C12)OC)C(=O)N1CCOCC1)OC